NC1=C(C(=C(C=C1)C(C=CC=1C=NC=CC1)=O)O)[N+](=O)[O-] 1-(4-amino-2-hydroxy-3-nitrophenyl)-3-(pyridin-3-yl)prop-2-en-1-one